(4-(1-methylpyrrolidine-3-carbonyl)piperazin-1-yl)methanone CN1CC(CC1)C(=O)N1CCN(CC1)C=O